tetrahydro-6'H-spiro[indene-1,7'-quinazoline] N1CNCC2=CCC3(C=C12)C=CC1=CC=CC=C13